(1R,2R,4S)-7-azabicyclo[2.2.1]heptan-2-ol [C@H]12[C@@H](C[C@H](CC1)N2)O